[N+](=O)([O-])C1=CC=C(C=C1)N1CCC(CC1)CN1CCN(CC1)C(=O)OC(C)(C)C Tert-butyl 4-((1-(4-nitrophenyl)piperidin-4-yl)methyl)piperazine-1-carboxylate